(R)-N-(5-(5-(difluoromethyl)-1,2,4-oxadiazol-3-yl)-2,3-dihydro-1H-inden-1-yl)-1,3-dimethyl-1H-pyrazole-4-carboxamide FC(C1=NC(=NO1)C=1C=C2CC[C@H](C2=CC1)NC(=O)C=1C(=NN(C1)C)C)F